NCCNC1=CC(=C(C(=C1)F)N1C(N(C=2N=CC=CC2C=2C=CC(=CC12)Cl)CC)=O)F 10-{4-[(2-aminoethyl)amino]-2,6-difluorophenyl}-13-chloro-8-ethyl-6,8,10-triazatricyclo[9.4.0.02,7]pentadeca-1(11),2(7),3,5,12,14-hexaen-9-one